[N+](=O)([O-])C1=CC=CC=2NC=NC21 4-nitro-1H-benzo[d]imidazole